[Cl-].C(=O)(O)C1=CC=C(C=C1)C1=C2C=CC(C(=C3C=CC(=C(C=4C=CC(=C(C5=CC=C1N5)C5=CC=C(C=C5)C(=O)O)N4)C4=CC=C(C=C4)C(=O)O)N3)C3=CC=C(C=C3)C(=O)O)=N2.[Fe+3].[Cl-].[Cl-] iron (III) tetra(4-carboxyphenyl)porphyrin chloride